1-butyl-6-azabicyclo[3.2.1]octane C(CCC)C12CCCC(NC1)C2